C1(CCCCCC1)[C@@H](C(=O)NC1=CC=C(C=C1)C[C@H](C(=O)N1CCN(CC1)C)NC(CC)=O)NC(OC(C)(C)C)=O tert-butyl ((S)-1-cycloheptyl-2-((4-((R)-3-(4-methylpiperazin-1-yl)-3-oxo-2-propionamidopropyl) phenyl)amino)-2-oxoethyl)carbamate